Difluoro-sulfo-benzoic anhydride FC1=C(C(=C(C(=O)OC(C2=C(C(=C(C=C2)F)F)S(=O)(=O)O)=O)C=C1)S(=O)(=O)O)F